C(C)(C)(C)C1CCC(CC1)N(C(C1=CC(C(=O)N)=CC(=C1)NC(=O)C1CCC(CC1)C(C)C)=O)C1CCC(CC1)C(C)(C)C N,N-bis(4-tert-butylcyclohexyl)-5-(4-isopropylcyclohexylcarbonylamino)-isophthalamide